C(C)SP(=S)(OCC)[O-].[NH4+].C(\C=C\C1=CC(OC)=C(O)C=C1)(=O)OC[C@H]([C@H]([C@@H]([C@H](C=O)O)O)O)O 6-O-feruloyl-glucose ammonium diethyldithiophosphate salt